tert-butyl-4-cyanopiperidine-1-carboxylate C(C)(C)(C)OC(=O)N1CCC(CC1)C#N